7-hydroxy-2-(hydroxymethyl)-5,7-dihydro-6H-pyrrolo[3,4-b]Pyridine-6-carboxylic acid tert-butyl ester C(C)(C)(C)OC(=O)N1C(C2=NC(=CC=C2C1)CO)O